(((S)-8-(((S)-1-(thiazole-5-carbonyl)pyrrolidin-3-yl)oxy)-1,2,3,4-tetrahydroisoquinolin-1-yl)methyl)isoindoline-1,3-dione hydrochloride Cl.S1C=NC=C1C(=O)N1C[C@H](CC1)OC=1C=CC=C2CCN[C@@H](C12)CN1C(C2=CC=CC=C2C1=O)=O